tert-Butyl ([4-(hydroxymethyl)-4-piperidinyl]methyl)carbamate OCC1(CCNCC1)CNC(OC(C)(C)C)=O